N1-[(1S,2S)-2-Hydroxycyclohexyl]-4-methyl-N3-(5-phenylpyridin-3-yl)benzene-1,3-dicarboxamide O[C@@H]1[C@H](CCCC1)NC(=O)C1=CC(=C(C=C1)C)C(=O)NC=1C=NC=C(C1)C1=CC=CC=C1